pyrrolidin-3-yl dihydrogen phosphate P(=O)(OC1CNCC1)(O)O